N-(5-carbamoyl-2-methylthiophen-3-yl)-2-(4,4-difluoroazepan-1-yl)-7-fluoroquinoline-3-carboxamide C(N)(=O)C1=CC(=C(S1)C)NC(=O)C=1C(=NC2=CC(=CC=C2C1)F)N1CCC(CCC1)(F)F